1-tert-butyl-N-[[3-[4-[[(3R,4S)-4-fluoro-1-methyl-3-piperidyl]amino]-1-(2,2,2-trifluoroethyl)indol-2-yl]-1,2,4-oxadiazol-5-yl]methyl]pyrrole-3-carboxamide C(C)(C)(C)N1C=C(C=C1)C(=O)NCC1=NC(=NO1)C=1N(C2=CC=CC(=C2C1)N[C@@H]1CN(CC[C@@H]1F)C)CC(F)(F)F